C(#N)C1=C(C(O)=CC=C1)O cyanocatechol